(3,5-dimethylisoxazol-4-yl)-2-methyl-N-(4-(2-methyl-1H-imidazol-1-yl)phenyl)aniline CC1=NOC(=C1N(C1=C(C=CC=C1)C)C1=CC=C(C=C1)N1C(=NC=C1)C)C